CC1N(CC2(CCC2)C1)S(=O)(=O)C=1C=CC=C2CCNCC12 8-((7-methyl-6-azaspiro[3.4]octan-6-yl)sulfonyl)-1,2,3,4-tetrahydroisoquinoline